4-(diethylamino)-5-oxopentanoic acid C(C)N(C(CCC(=O)O)C=O)CC